[Pb].[Sn].[Pb] lead-tin-lead